N-(4-(dimethylphosphoryl)-2-methoxyphenyl)propiolamide CP(=O)(C)C1=CC(=C(C=C1)NC(C#C)=O)OC